C12CN(CC(CC1)N2)C2=NC(=NC=1C(N(N=CC12)C1=CC(=CC2=CC=C(C(=C12)C#C)F)O)=O)OC[C@]12CCCN2C[C@@H](C1)F 4-(3,8-diazabicyclo[3.2.1]octan-3-yl)-7-(8-ethynyl-7-fluoro-3-hydroxynaphthalen-1-yl)-2-(((2R,7aS)-2-fluorotetrahydro-1H-pyrrolizin-7a(5H)-yl)methoxy)pyrimido[4,5-d]pyridazin-8(7H)-one